C(#N)N1CCC(CC1)N1N=NC(=C1C)C1=CC=2N(C(=C1)OC(C)C1=C(C=CC=C1)C1=NSC=C1)C(=CN2)C#N 7-[1-(1-Cyano-4-piperidyl)-5-methyl-triazol-4-yl]-5-[1-(2-isothiazol-3-ylphenyl)ethoxy]imidazo[1,2-a]pyridine-3-carbonitrile